C1(=CC=CC=C1)NC(=O)NCC N-phenyl-N'-ethyl-urea